1-(1-(3,5-Difluorophenyl)-2,5-dimethyl-1H-pyrrol-3-yl)-2-(4-hydroxy-piperidin-1-yl)ethanone FC=1C=C(C=C(C1)F)N1C(=C(C=C1C)C(CN1CCC(CC1)O)=O)C